FC=1C=C(C(=NC1)C=1CCCC2=C(C1C1=CC=C(C=C1)C=C1CN(C1)CCCF)C=CC=C2)C 8-(5-Fluoro-3-methylpyridin-2-yl)-9-(4-((1-(3-fluoropropyl)azetidin-3-yliden)methyl)phenyl)-6,7-dihydro-5H-benzo[7]annulen